N-(4-(benzyloxy)-2-methylphenyl)-4-chloro-1-((4-(2-methylcyclopropane-1-carbonyl)morpholin-2-yl)methyl)-1H-pyrazole-5-carboxamide C(C1=CC=CC=C1)OC1=CC(=C(C=C1)NC(=O)C1=C(C=NN1CC1CN(CCO1)C(=O)C1C(C1)C)Cl)C